(E)-3-(cyclobutyl-(methyl)amino)-N-((1,2,3,5,6,7-hexahydro-s-indacen-4-yl)carbamoyl)-3-methylbut-1-ene-1-sulphonamide C1(CCC1)N(C(/C=C/S(=O)(=O)NC(NC1=C2CCCC2=CC=2CCCC12)=O)(C)C)C